(R)-tert-butyl 3-((tosyloxy)methyl)pyrrolidine-1-carboxylate S(=O)(=O)(C1=CC=C(C)C=C1)OC[C@H]1CN(CC1)C(=O)OC(C)(C)C